N-{1-[5-(oxan-4-carbonyl)-5,6,7,8-tetrahydro-1,5-naphthyridin-2-yl]cyclopropyl}benzamid O1CCC(CC1)C(=O)N1C=2C=CC(=NC2CCC1)C1(CC1)NC(C1=CC=CC=C1)=O